C=CN1C2=CC=CC=C2C3=CC=CC=C31 vinylcarbazole